3-methyl-6-(N-phenethyl-N-(2-(piperazin-1-yl)phenyl)sulfamoyl)benzofuran-2-carboxylic acid ethyl ester C(C)OC(=O)C=1OC2=C(C1C)C=CC(=C2)S(N(C2=C(C=CC=C2)N2CCNCC2)CCC2=CC=CC=C2)(=O)=O